4-(4-(4-Acryloylpiperazin-1-yl)phenyl)-6-(1-(1-methylpiperidin-4-yl)-1H-pyrazol-4-yl)pyrazolo[1,5-a]pyridine-3-carbonitrile C(C=C)(=O)N1CCN(CC1)C1=CC=C(C=C1)C=1C=2N(C=C(C1)C=1C=NN(C1)C1CCN(CC1)C)N=CC2C#N